C1(=CC=CC2=CC=CC=C12)N(C1=CC(=C(C2=C(C=C(N(C3=CC=CC=C3)C3=CC=CC4=CC=CC=C34)C=C2)C)C=C1)C)C1=CC=CC=C1 di(naphthalen-1-yl)-N,N'-di(phenyl)-2,2'-dimethylbenzidine